FC1=C(C=C(C=C1)N1N=NN=C1)CNC(=O)C=1C(=NN(C1)CC1=CC=C(C=C1)CN1C(C=CC=C1)=O)COC N-{[2-fluoro-5-(1,2,3,4-tetrazol-1-yl)phenyl]methyl}-3-(methoxymethyl)-1-({4-[(2-oxopyridin-1-yl)methyl]phenyl}methyl)pyrazole-4-carboxamide